(4-(difluoromethyl)-2-(1-methyl-1H-pyrazol-4-yl)oxazol-5-yl)methanone FC(C=1N=C(OC1C=O)C=1C=NN(C1)C)F